FC=1C=NCC(C(=O)O)(C1)OC1=CC=C(C=C1)CCC 5-fluoro-3-(4-propylphenoxy)nicotinic acid